5-(2-((4,4-difluorocyclohexyl)amino)-7H-pyrrolo[2,3-d]pyrimidin-5-yl)-N-(2-fluoro-2-methylpropyl)pyrazolo[1,5-a]pyridine-3-carboxamide FC1(CCC(CC1)NC=1N=CC2=C(N1)NC=C2C2=CC=1N(C=C2)N=CC1C(=O)NCC(C)(C)F)F